ClC=1N=C2NCC(N3C2=C(N1)CCC3)=O 2-chloro-4,5,9,10-tetrahydro-6H,8H-pyrido[3,2,1-de]pteridin-6-one